tert-butyl 4-((4-(4-fluorobenzamido)-7-methoxyquinazolin-6-yl)oxy)piperidine-1-carboxylate FC1=CC=C(C(=O)NC2=NC=NC3=CC(=C(C=C23)OC2CCN(CC2)C(=O)OC(C)(C)C)OC)C=C1